ClC=1C=CC(=C(C1)C=1N=CN(C(C1)=O)[C@H]1CCC[C@H](C(NC=2C=NN(C2C=2C=CN=C1C2)C)=O)C)C=2OC=CN2 (9R,13S)-13-{4-[5-chloro-2-(1,3-oxazol-2-yl)phenyl]-6-oxo-1,6-dihydropyrimidin-1-yl}-3,9-dimethyl-3,4,7,15-tetraazatricyclo[12.3.1.02,6]Octadec-1(18),2(6),4,14,16-pentaen-8-one